C(C)(C)(C)C=1N=C(C2=C(N1)N(C=C2)S(=O)(=O)CC2=CC=CC=C2)Cl (tert-butyl)-4-chloro-7-toluenesulfonyl-7H-pyrrolo[2,3-d]pyrimidine